2-methyl-3-bromobenzaldehyde CC1=C(C=O)C=CC=C1Br